NC1CC(C1)C(=O)N1CCN(CC1)C(=O)C1=C(C=C(C=C1C)NC=1C=2N(C=CN1)C(=CN2)C=2C(=NN(C2)CC#N)C(F)(F)F)F 2-(4-(8-((4-(4-((1s,3s)-3-aminocyclobutane-1-carbonyl)piperazine-1-carbonyl)-3-fluoro-5-methylphenyl)amino)imidazo[1,2-a]pyrazin-3-yl)-3-(trifluoromethyl)-1H-pyrazol-1-yl)acetonitrile